difluoro-2-(4-fluorocyclohexyl)acetamide FC(C(=O)N)(C1CCC(CC1)F)F